butanoic acid benzyl ester C(C1=CC=CC=C1)OC(CCC)=O